CS(=O)(=O)N1CCN(CC1)C1=C2CC(N(CC2=CC=C1)C(=O)OC(C)(C)C)CN([C@H]1CCCC=2C=CC=NC12)C tert-Butyl 5-(4-methylsulfonylpiperazin-1-yl)-3-[[methyl-[(8S)-5,6,7,8-tetrahydroquinolin-8-yl]amino]methyl]-3,4-dihydro-1H-isoquinoline-2-carboxylate